CO[SiH]1N(CCC1)C 1-methoxy-2-methyl-sila-2-azacyclopentane